5-(3-((4-(2,4-difluoro-5-(2-(methylsulfinyl)ethoxy)phenyl)piperazin-1-yl)methyl)piperidine-1-yl)-2-(furan-2-yl)-[1,2,4]triazolo[1,5-a][1,3,5]triazine-7-amine FC1=C(C=C(C(=C1)F)OCCS(=O)C)N1CCN(CC1)CC1CN(CCC1)C1=NC=2N(C(=N1)N)N=C(N2)C=2OC=CC2